O=C1NCN(C1)C(=O)OC(C)(C)C tert-Butyl 4-oxoimidazolidine-1-carboxylate